C(CCC)[SnH2]C=1N=CN(C1)C butyl-(1-methylimidazol-4-yl)stannane